C(C)(=O)O.OC[C@@H](C[C@@H](CCCCCCCCCCCC#C)O)O (2r,4r)-1,2,4-trihydroxyheptadec-16-yne acetate